C(C)C1=CC=2C(C3=CC=CC=C3C(C2C=C1)(OCC)CC)(OCC)CC 2-ethyl-9,10-diethyl-9,10-diethoxyanthracene